C(=C)CCC[Si](OC)(OC)OC γ-vinylpropyl-trimethoxysilane